The molecule is a pyrimidine 2'-deoxyribonucleoside compound having 5-bromouracil as the nucleobase. It has a role as an antineoplastic agent and an antimetabolite. C1[C@@H]([C@H](O[C@H]1N2C=C(C(=O)NC2=O)Br)CO)O